C1(CC1)N1C=C2C(=NN=C(C2=CC1=O)N1CCCC1)N[C@H](C)C1=C(C(=CC=C1)C(F)(F)F)C (R)-6-cyclopropyl-4-((1-(2-methyl-3-(trifluoromethyl)phenyl)ethyl)amino)-1-(pyrrolidin-1-yl)pyrido[3,4-d]pyridazin-7(6H)-one